CC1(OC2=C(C1)C=CC=C2OCC=2OC(=NN2)C2=CC=C(C=C2)C)C 2-(((2,2-dimethyl-2,3-dihydrobenzofuran-7-yl)oxy)methyl)-5-(p-tolyl)-1,3,4-oxadiazole